N-{2-Chloro-4-[(5-chloro-thiophen-2-ylmethyl)-(methyl)amino]-phenyl}-2-(3-methoxy-phenyl)-acetamide ClC1=C(C=CC(=C1)N(C)CC=1SC(=CC1)Cl)NC(CC1=CC(=CC=C1)OC)=O